ethyl 4-amino-5,6,7,8-tetrahydrobenzo[4,5]thieno[2,3-d]pyrimidine-7-carboxylate NC=1C2=C(N=CN1)SC1=C2CCC(C1)C(=O)OCC